COC(=O)C1=CC=2C(=NC(=CC2)CCN2CCN(CC2)CC)S1 6-(2-(4-ethylpiperazin-1-yl)ethyl)thieno[2,3-b]pyridine-2-carboxylic acid methyl ester